tert-butyl (S)-4-(2-((((9H-fluoren-9-yl) methoxy) carbonyl) amino)-2-phenylacetylamino)-3-fluorobenzoate C1=CC=CC=2C3=CC=CC=C3C(C12)COC(=O)N[C@H](C(=O)NC1=C(C=C(C(=O)OC(C)(C)C)C=C1)F)C1=CC=CC=C1